Cl.NCC1(CCC(N1)=O)C 5-(aminomethyl)-5-methylpyrrolidin-2-one hydrochloride